tert-butyl-5-[[2-(5-chloro-2-hydroxy-phenyl)acetyl]amino]-2-fluoro-benzamide C(C)(C)(C)C=1C(=C(C(=O)N)C=C(C1)NC(CC1=C(C=CC(=C1)Cl)O)=O)F